ClC=1C(=CC2=C(CC(O2)(C2NCCC2)C2=CC=CC=C2)C1C=1C(=C(OCCO)C=CC1C=1OC=NN1)F)F 2-(3-(5-chloro-6-fluoro-2-phenyl-2-(pyrrolidin-2-yl)-2,3-dihydrobenzofuran-4-yl)-2-fluoro-4-(1,3,4-oxadiazol-2-yl)phenoxy)ethan-1-ol